ethyl-1-ylammonium C(C)=[NH2+]